O1CCC2C1=CC1CCCN21 hexahydro-2H-furo[2,3-b]pyrrolizine